N-(4-Methyl-3-(pyridin-4-yl)-1H-pyrazol-5-yl)-3-(perfluorophenyl)propanamide CC=1C(=NNC1NC(CCC1=C(C(=C(C(=C1F)F)F)F)F)=O)C1=CC=NC=C1